FC1=CC=C(C2=C1C=CO2)C2=NN1C(CN(CC1)C(C=C)=O)=C2C2=CC=NC=C2 1-[2-(4-fluoro-1-benzofuran-7-yl)-3-(pyridin-4-yl)-6,7-dihydropyrazolo[1,5-a]pyrazin-5(4H)-yl]prop-2-en-1-one